(S)-6-(6-Chloro-5-fluoro-2-oxo-1,2-dihydrospiro[benzo[d][1,3]oxazine-4,3'-pyrrolidin]-1'-yl)-N-((6-morpholinopyridin-3-yl)methyl)pyridazine-4-carboxamide ClC1=C(C2=C(NC(O[C@]23CN(CC3)C3=CC(=CN=N3)C(=O)NCC=3C=NC(=CC3)N3CCOCC3)=O)C=C1)F